N-[3-fluoro-4-[(7-methoxy-1,5-naphthyridin-4-yl)oxy]phenyl]-5-(4-fluoro-3-methylphenyl)-4-hydroxy-2,6-dimethylpyridine-3-carboxamide FC=1C=C(C=CC1OC1=CC=NC2=CC(=CN=C12)OC)NC(=O)C=1C(=NC(=C(C1O)C1=CC(=C(C=C1)F)C)C)C